OF hydroxyl-fluorine